C1(=CC=CC=C1)N(C1=CC=C(C=C1)N(C1=CC=CC=C1)C1=CC=2C3(C4=CC(=CC=C4C2C=C1)N(C1=CC=C(C=C1)N(C1=CC=CC=C1)C1=CC=CC=C1)C1=CC=CC=C1)C1=CC=CC=C1C1=CC=CC=C13)C1=CC=CC=C1 2,7-bis[N-(4-diphenylaminophenyl)-N-phenylamino]Spiro-9,9'-bifluorene